CC1=C2C(C(=CN(C2=NC(=C1)N1CC(C1)C(=O)NNC1=NC=CC=C1)C1=NC=NS1)C(=O)O)=O 5-methyl-4-oxo-7-{3-[N'-(pyridin-2-yl)hydrazinocarbonyl]azetidin-1-yl}-1-(1,2,4-thiadiazol-5-yl)-1,4-dihydro-1,8-naphthyridine-3-carboxylic acid